N-γ-linolenoyl-histidine C(CCCC\C=C/C\C=C/C\C=C/CCCCC)(=O)N[C@@H](CC1=CNC=N1)C(=O)O